C(#N)C1=CC=C(C=CC2=CC=C(C(=O)NC=3C=C(N(C3)C)C(=O)NC3=CN(C(=C3)C(NCC\C(=N/[H])\NCC)=O)C)C=C2)C=C1 (E)-4-(4-(4-Cyanostyryl)benzoylamino)-N-(5-((3-(ethylamino)-3-iminopropyl)carbamoyl)-1-methyl-1H-pyrrol-3-yl)-1-methyl-1H-pyrrole-2-carboxamide